C1(=CC=CC=C1)C1=NN(C=C1)C1=NC=2N(C(=C1)N1CCOCC1)N=C(C2)C2=NNC=C2 4-[5-(3-phenylpyrazol-1-yl)-2-(1H-pyrazol-3-yl)pyrazolo[1,5-a]pyrimidin-7-yl]morpholine